C1(=CC=CC=C1)SC1=CC=C(C=C1)C(C(CCCCCC)=N)=O 1-(4-phenylsulfanylphenyl)octan-1-one-2-imine